C(C(C)C)(O)(O)O Isobutanetriol